C(C)(=O)O[C@@H]1/C=C/[C@@H]([C@H](OC(C[C@@H](CC[C@@]1(C)O)O)=O)\C(\C)=C\C=C\CC1=NC=CC=C1)C [(2S,3S,4E,6R,7R,10R)-7,10-dihydroxy-3,7-dimethyl-12-oxo-2-[(2E,4E)-6-pyridin-2-ylhexa-2,4-dien-2-yl]-1-oxacyclododec-4-en-6-yl] acetate